rac-(1r,6s)-2,2-difluoro-6-[4-(propan-2-yl)piperazin-1-yl]cyclohexan-1-ol FC1([C@@H]([C@H](CCC1)N1CCN(CC1)C(C)C)O)F |r|